6-chloro-3-[1-(2,7-dimethyl-1-oxo-spiro[4H-isoquinoline-3,1'-indane]-5-yl)ethylamino]pyridine-2-carboxylic acid ClC1=CC=C(C(=N1)C(=O)O)NC(C)C1=C2CC3(CCC4=CC=CC=C34)N(C(C2=CC(=C1)C)=O)C